O=C1CC2(CCN(CC2)C(=O)OCC)C(C(C1)=O)C(=O)[O-] ethyl 8,10-dioxo-3-azaspiro[5.5]undecane-3,11-dicarboxylate